3-(6-tert-butyldimethylsiloxymethylpyrimidin-4-yl)-N-(1-(5-fluoro-2-(4-methoxybenzyloxy)-phenyl)Ethyl)imidazole O([Si](C)(C)C(C)(C)C)CC1=CC(=NC=N1)N1CN(C=C1)C(C)C1=C(C=CC(=C1)F)OCC1=CC=C(C=C1)OC